NC1=CC=C2C(=N1)CCC2NC([C@H](C)NC(=O)[C@@H]2NC[C@H](C2)C2(CC2)C2=CC=CC=C2)=O (2R,4R)-N-((2S)-1-((2-amino-6,7-dihydro-5H-cyclopenta[b]pyridin-5-yl)amino)-1-oxopropan-2-yl)-4-(1-phenylcyclopropyl)pyrrolidine-2-carboxamide